tert-Butyl (5-chloropyrazolo[1,5-a]pyrimidin-7-yl)(3-nitrophenyl)carbamate ClC1=NC=2N(C(=C1)N(C(OC(C)(C)C)=O)C1=CC(=CC=C1)[N+](=O)[O-])N=CC2